diphenyl (S)-phosphonate P(OC1=CC=CC=C1)(OC1=CC=CC=C1)=O